COC(=O)C=1N(C=NC1Br)C.NC1=CC=CC(=N1)S(=O)(=O)NC1=NC(=C(C=C1)Cl)C1=C(C=CC=C1C)F 6-amino-N-(5-chloro-6-(2-fluoro-6-methylphenyl)pyridin-2-yl)pyridine-2-sulfonamide methyl-5-bromo-3-methylimidazole-4-carboxylate